C(#N)N1CC=2N=C(N=C(C2C1)C1=CC=CC=C1)N1CC(CC1=O)C(=O)N (6-cyano-4-phenyl-6,7-dihydro-5H-pyrrolo[3,4-d]pyrimidin-2-yl)-5-oxopyrrolidine-3-carboxamide